ClC1=C(C=CC=C1)NC(=O)C1=CN=C2N1C=C(C=C2)C2=NC=CC=N2 N-(2-Chlorophenyl)-6-(pyrimidin-2-yl)imidazo[1,2-a]pyridine-3-carboxamide